3,5-dihydroxyl-4-ethyl-stilbene tert-butyl-(tert-butoxycarbonyl)(4-chloro-2-methylpyrimidin-5-yl)carbamate C(C)(C)(C)C1=C(C(=NC(=N1)C)Cl)N(C(O)=O)C(=O)OC(C)(C)C.OC=1C=C(C=C(C1CC)O)C=CC1=CC=CC=C1